3-(5-Chloro-6-methyl-1H-pyrazolo[3,4-b]pyridin-4-yl)-2-(5-fluoropyridin-2-yl)-6,6-bis(methyl-d3)-6,7-dihydro-4H-pyrazolo[5,1-c][1,4]oxazine ClC=1C(=C2C(=NC1C)NN=C2)C=2C(=NN1C2COC(C1)(C([2H])([2H])[2H])C([2H])([2H])[2H])C1=NC=C(C=C1)F